C1(=CCC(=CC1)C(C)C)C p-menthane-1,4-diene